4-Bromo-2-cyclopropoxy-6-methylbenzonitrile BrC1=CC(=C(C#N)C(=C1)C)OC1CC1